ClC1=C(C=C(C(=C1)[N+]#[C-])OC)OC 1-CHLORO-5-ISOCYANO-2,4-DIMETHOXYBENZENE